2-(5-((2,4-dichloro-6-meth-ylbenzyl)carbamoyl)-5-fluoro-5,6,7,8-tetrahydroquinolin-8-yl)acetic acid ClC1=C(CNC(=O)C2(C=3C=CC=NC3C(CC2)CC(=O)O)F)C(=CC(=C1)Cl)C